dodecafluoroheptanecarboxylic acid FC(C(C(C(C(C(C(=O)O)(F)F)(F)F)(F)F)(F)F)(F)F)(C)F